2-(4-(4-acetylpiperazin-1-yl)butyl)-4-benzyl-1,2,4-thiadiazolidine-3,5-dione C(C)(=O)N1CCN(CC1)CCCCN1SC(N(C1=O)CC1=CC=CC=C1)=O